O[C@@H](C)C=1N(C=CN1)[C@H](CO)\C=C\C1=CC=C(C=C1)C1=CC=C(C=C1)C1CC(C1)NCC=1N=COC1 (S,E)-2-(2-((S)-1-hydroxyethyl)-1H-imidazol-1-yl)-4-(4'-(3-((oxazol-4-ylmethyl)amino)cyclobutyl)-[1,1'-biphenyl]-4-yl)but-3-en-1-ol